CNC1=C(C=CC(=C1)OC)OC N-methyl-2,5-dimethoxyaniline